N-(2-cyano-5-methylphenyl)-N-methyl-methacrylamide C(#N)C1=C(C=C(C=C1)C)N(C(C(=C)C)=O)C